N-(1-cyclopropyl-6-ethoxy-2-(4-fluorophenyl)-5-benzimidazolyl)-5-(3-cyanophenyl)-1,3,4-thiadiazole-2-amine C1(CC1)N1C(=NC2=C1C=C(C(=C2)NC=2SC(=NN2)C2=CC(=CC=C2)C#N)OCC)C2=CC=C(C=C2)F